1-methyl-1,4-diazacycloheptane CN1CCNCCC1